N2,N2-dimethyl-6-thio-guanosine CN(C=1NC(C=2N=CN([C@H]3[C@H](O)[C@H](O)[C@@H](CO)O3)C2N1)=S)C